ETHYL METHYLVALERATE CC(C(=O)OCC)CCC